3,4-difluoro-N-((6-methoxy-1-methyl-1H-benzimidazol-7-yl)-methyl)-5-methyl-benzamide FC=1C=C(C(=O)NCC2=C(C=CC3=C2N(C=N3)C)OC)C=C(C1F)C